(S)-7-((S)-5-Chloro-6-fluoro-2-phenyl-2-((S)-pyrrolidin-2-yl)-2,3-dihydrobenzofuran-4-yl)-8-fluoro-4-methyl-3,4-dihydro-2H-benzo[b][1,4]oxazine-6-carboxamide ClC=1C(=CC2=C(C[C@@](O2)([C@H]2NCCC2)C2=CC=CC=C2)C1C=1C(=CC2=C(OCCN2C)C1F)C(=O)N)F